C(C)OC(CCCC)=O (2S)-1-ethoxy-1-oxopentan